((3-fluoro-2,6-diisopropylphenyl)carbamoyl)-6,7-dihydro-5H-pyrazolo[5,1-b][1,3]oxazine FC=1C(=C(C(=CC1)C(C)C)NC(=O)C1=NN2C(OCCC2)=C1)C(C)C